CS(=O)(=O)OCCCOCCOCCCCCCCl 3-(2-((6-chlorohexyl)oxy)ethoxy)propyl methanesulfonate